BrC1=CC=C(C=C1)CCCC1C(NCCNCCNC(CN1)=O)=O 3-[3-(4-bromophenyl)propyl]-1,4,7,10-tetrazacyclododecane-2,6-dione